FC=1C=2C(N3C(N(C2C=CC1)C1=CC(=CC=C1)F)C1=C(CC3)C3=CC=CC=C3N1)=O 4-fluoro-14-(3-fluorophenyl)-8,13,13b,14-tetrahydroindolo[2',3':3,4]pyrido[2,1-b]quinazolin-5(7H)-one